Cl.Cl.ClC1=C2C(=NC=C1)N=CN2CCC[C@H]2NCCC[C@@H]2O (2R,3S)-2-(3-(7-chloro-1H-imidazo[4,5-b]pyridin-1-yl)propyl)piperidin-3-ol dihydrochloride